lanthanum propanol C(CC)O.[La]